methylammonium chloride [Cl-].C[NH3+]